5-((1-((2-(trimethylsilyl)ethoxy)methyl)-1H-pyrazol-4-yl)oxy(phenyl)-1-methyl-1H-pyrazol-4-yl)pyrazolol C[Si](CCOCN1N=CC(=C1)OC1=C(C(=NN1C)C1=CC=CC=C1)C1=CC(=NN1)O)(C)C